OC1=C(C=C(C=C1)O)OC 2,5-dihydroxyanisole